4-bromo-1,3,5-trimethyl-pyrrole-2-carboxylic acid BrC=1C(=C(N(C1C)C)C(=O)O)C